BrC=1C=C(C=CC1)C(CC(=O)Cl)(C)NC(C(F)(F)F)=O 3-(3-bromophenyl)-3-[(2,2,2-trifluoroacetyl)amino]butanoyl chloride